C(C)C1(NC1)CC 2,2-diethyl-aziridine